N-[4-chloro-3-(N,N-dimethylsulfamoyl)phenyl]-5-(4-fluorophenyl)-thieno[2,3-b]pyridine-2-carboxamide ClC1=C(C=C(C=C1)NC(=O)C1=CC=2C(=NC=C(C2)C2=CC=C(C=C2)F)S1)S(N(C)C)(=O)=O